(2S)-2-amino-3-[4-[4-cyano-2-(5-cyclopropyl-2-methylpyrazol-3-yl)oxyphenyl]phenyl]propanoic acid N[C@H](C(=O)O)CC1=CC=C(C=C1)C1=C(C=C(C=C1)C#N)OC=1N(N=C(C1)C1CC1)C